NC=1C=C(C=C(C1)C(F)(F)F)[C@@H](C)NC1=NC(=NC2=CC3=C(C=C12)N(C(C3(C)OC)=O)C)C 4-(((R)-1-(3-amino-5-(trifluoromethyl)phenyl)ethyl)amino)-8-methoxy-2,6,8-trimethyl-6,8-dihydro-7H-pyrrolo[2,3-g]quinazolin-7-one